FC=1C=C(OC2=C3C(C(C3=CC=C2)=O)F)C=C(C1)F 2-(3,5-difluorophenoxy)-8-fluorobicyclo[4.2.0]octa-1,3,5-triene-7-one